2-(6-fluoro-2-((4-fluorobenzyl)thio)-4H-imidazo[4,5-b]pyridin-4-yl)-N-(2-methyl-5-((tetrahydrofuran-3-yl)amino)phenyl)butanamide FC=1C=C2C(N(C1)C(C(=O)NC1=C(C=CC(=C1)NC1COCC1)C)CC)=NC(=N2)SCC2=CC=C(C=C2)F